(R)-1-cyclopropyl-6-fluoro-4-oxo-7-(2-((pyridin-2-yloxy)methyl)pyrrolidin-1-yl)-1,4-dihydroquinoline-3-carboxylic acid C1(CC1)N1C=C(C(C2=CC(=C(C=C12)N1[C@H](CCC1)COC1=NC=CC=C1)F)=O)C(=O)O